N1N=CC(=C1)C=1N=CC=2N(C1OC1CCOCC1)N=C(N2)N 6-(1H-pyrazol-4-yl)-5-((tetrahydro-2H-pyran-4-yl)oxy)-[1,2,4]triazolo[1,5-a]pyrazin-2-amine